7-bromo-6-chloro-5,9-dioxa-13b-boranaphtho[3,2,1-de]anthracene BrC=1C=C2OC=3C=CC=CC3B3C2=C(C1Cl)OC=1C=CC=CC13